pyrido[4,3-c]pyridazine N1=NC=CC2=C1C=CN=C2